(Racemic)-Cis-5-[2-[6-[3-(Difluoromethyl)-4-fluoro-phenyl]pyrazolo[4,3-b]pyridin-1-yl]acetyl]-1,3,3a,4,6,6a-hexahydropyrrolo[2,3-c]pyrrol-2-one FC(C=1C=C(C=CC1F)C=1C=C2C(=NC1)C=NN2CC(=O)N2C[C@@H]1[C@H](C2)CC(N1)=O)F |r|